5-(1-methyl-1,2,3,6-tetrahydropyridin-4-yl)-3-(3-(1-methyl-1H-pyrazol-4-yl)pyrazolo[1,5-a]pyridin-5-yl)-1H-pyrrolo[2,3-b]pyridine CN1CCC(=CC1)C=1C=C2C(=NC1)NC=C2C2=CC=1N(C=C2)N=CC1C=1C=NN(C1)C